NCC1=C(C=C(C=C1)F)CC(CCCl)=O 1-(2-(Aminomethyl)-5-fluorophenyl)-4-chlorobutan-2-one